C1(CC1)N1C(=NC2=C1C=C(C=C2)C#N)N2C=NC1=C2C=NC=C1 1-Cyclopropyl-2-(3H-imidazo[4,5-c]pyridin-3-yl)-1H-benzo[d]imidazole-6-carbonitrile